7-((4-(methylsulfonyl)phenyl) amino)-2,6-naphthyridin-1-yl trifluoromethanesulfonate FC(S(=O)(=O)OC1=NC=CC2=CN=C(C=C12)NC1=CC=C(C=C1)S(=O)(=O)C)(F)F